N-((1r,3r)-3-((5-(imidazo[1,2-a]pyridin-6-yl)-4-methoxy-7H-pyrrolo[2,3-d]pyrimidin-2-yl)amino)-1-methylcyclobutyl)acetamide N=1C=CN2C1C=CC(=C2)C2=CNC=1N=C(N=C(C12)OC)NC1CC(C1)(C)NC(C)=O